(l)-3-[2-(2,6-difluoro-4-methoxybenzoyl)-1,2,3,4-tetrahydroisoquinolin-5-yl]-3-(7-methoxy-1-methyl-1H-benzo[d][1,2,3]triazol-5-yl)propionic acid ethyl ester C(C)OC(CC(C1=CC2=C(N(N=N2)C)C(=C1)OC)C1=C2CCN(CC2=CC=C1)C(C1=C(C=C(C=C1F)OC)F)=O)=O